C(C)(C)(C)[S@@](=O)NC1CCCC12CCN(CC2)C(=O)OC(C)(C)C tert-butyl 1-(((R)-tert-butylsulfinyl) amino)-8-azaspiro[4.5]decane-8-carboxylate